N[C@H](C(=O)NC1=C(C=C(C=C1)[C@@H]([C@H](C(=O)N1CCC(CC1)=C(F)F)NC(CC)=O)C)F)C1CCC(CC1)(C)F N-[(2R,3S)-3-{4-[(2S)-2-amino-2-(4-fluoro-4-methylcyclohexyl)acetamido]-3-fluorophenyl}-1-[4-(difluoromethylidene)piperidin-1-yl]-1-oxobutan-2-yl]propanamide